C1(=CC=CC=C1)[C@H]1[C@@H](C1)NC(C1=CN=CC(=C1)NC1=NC=C(C=N1)C1=CC=CC=C1)=O N-((1R,2S)-2-phenylcyclopropyl)-5-((5-phenylpyrimidin-2-yl)amino)nicotinamide